furo[2,3-c]pyrrol-4-one O1C=CC2=C1C=NC2=O